ClC1=C(C=C(C(=C1I)F)F)N(S(=O)(=O)CCCF)COCC[Si](C)(C)C N-(2-chloro-4,5-difluoro-3-iodophenyl)-3-fluoro-N-((2-(trimethylsilyl)-ethoxy)methyl)propane-1-sulfonamide